C(C1=CC=CC=C1)OC[C@H](C(=O)O)NC(C(C)(C)NC(=O)OC(C)(C)C)=O (2R)-3-(benzyloxy)-2-{2-[(tert-butoxycarbonyl)amino]-2-methylpropionamido}propanoic acid